4-(((R)-3-(2-((4-(acetyl-L-valyl)piperazin-1-yl)methyl)acrylamido)piperidin-1-yl)methyl)-N-(4-(4-morpholino-7H-pyrrolo[2,3-d]pyrimidin-6-yl)phenyl)picolinamide trifluoroacetate FC(C(=O)O)(F)F.C(C)(=O)N[C@@H](C(C)C)C(=O)N1CCN(CC1)CC(C(=O)N[C@H]1CN(CCC1)CC1=CC(=NC=C1)C(=O)NC1=CC=C(C=C1)C1=CC2=C(N=CN=C2N2CCOCC2)N1)=C